Cl.CC=1C=C(C=CC1OC1=CC2=C(N(C=N2)C)C=C1)NC1=NC=NC2=C1C=1OCC3N(C1N=C2)CCNC3 N-(3-methyl-4-((1-methyl-1H-benzo[d]imidazol-5-yl)oxy)phenyl)-6,6a,7,8,9,10-hexahydropyrazino[1,2-d]pyrimido[5',4':4,5]pyrido[3,2-b][1,4]oxazin-4-amine hydrochloride